N1(N=CC=C1)CC1=C(C(=C(C(=O)OC)C=C1)F)N methyl 4-((1H-pyrazol-1-yl)methyl)-3-amino-2-fluorobenzoate